4-((8-ethoxy-7-(1H-pyrazol-4-yl)-[1,2,4]triazolo[1,5-a]pyridin-2-yl)amino)benzenesulfonamide C(C)OC=1C=2N(C=CC1C=1C=NNC1)N=C(N2)NC2=CC=C(C=C2)S(=O)(=O)N